C(N)(OC1C(N(C1)C1=NC(=NC=C1C1=CC(=C(C=C1)OC1=NC=CC(=N1)C)F)NC=1C=NN(C1)C)C(C)(C)C)=O (tert-butyl 1-(5-(3-fluoro-4-((4-methylpyrimidin-2-yl) oxy) phenyl)-2-((1-methyl-1H-pyrazol-4-yl) amino) pyrimidin-4-yl) azetidin-3-yl) carbamate